O[C@@]1(C(N(CC1)C)=O)C1=CC(=NO1)C=1C=C(C=CC1)C1=CC=C(C(=N1)C(=O)N)C (R)-6-(3-(5-(3-hydroxy-1-methyl-2-oxopyrrolidin-3-yl)isoxazol-3-yl)phenyl)-3-methylpyridineamide